(R)-N-(4-(3-(2-chloro-4-fluorobenzyl)-6-((2-imino-3-methyl-2,3-dihydro-1H-imidazol-1-yl)methyl)-4-oxochroman-8-yl)pyridin-2-yl)acetamide ClC1=C(C[C@@H]2COC3=C(C=C(C=C3C2=O)CN2C(N(C=C2)C)=N)C2=CC(=NC=C2)NC(C)=O)C=CC(=C1)F